6-amino-9-benzyl-N-(3-methoxypropyl)-N-methyl-8-oxo-2-(propylsulfonylimino)purine-7-carboxamide NC1=C2N(C(N(C2=NC(N1)=NS(=O)(=O)CCC)CC1=CC=CC=C1)=O)C(=O)N(C)CCCOC